CC(CCC)(CCC(C)C)O 4,7-dimethyl-4-octanol